C(C)N1C=NC2=C1C(=CC=C2)CN2C[C@@H](N(C[C@H]2C)C2=CC(N(C=1C=CC(=NC21)C#N)C)=O)C 8-((2s,5r)-4-((1-ethyl-1H-benzo[d]imidazol-7-yl)methyl)-2,5-dimethylpiperazin-1-yl)-5-methyl-6-oxo-5,6-dihydro-1,5-naphthyridine-2-carbonitrile